(4-(2-amino-6-methyl-4-oxo-1,4-dihydropyrimidin-5-yl)butyl)carbamic acid NC=1NC(=C(C(N1)=O)CCCCNC(O)=O)C